BrCC1=CC(=NC(=C1C(=O)[O-])Cl)Cl 4-(bromomethyl)-2,6-dichloronicotinate